NCC1(CN(C1)C(=O)C1=C(C(=C(C=C1)F)F)NC1=C(C=C(C=C1)I)F)O 3-(aminomethyl)-1-({3,4-difluoro-2-[(2-fluoro-4-iodophenyl)amino]Phenyl}carbonyl)azetidin-3-ol